(E)-3-(3,4-dimethoxyphenyl)-1-(5-hydroxy-2,2-dimethyl-2H-benzopyran-6-yl)prop-2-en-1-one COC=1C=C(C=CC1OC)/C=C/C(=O)C=1C=CC2=C(C=CC(O2)(C)C)C1O